3-[5-bromo-3-fluoro-7-(trifluoromethyl)-1H-indazol-1-yl]cyclobutanone BrC=1C=C2C(=NN(C2=C(C1)C(F)(F)F)C1CC(C1)=O)F